2-[3-(4-Chloro-3-fluorophenyl)-1-methyl-1H-1,2,4-triazol-5-yl]-N-[(3,5-dichlorophenyl)methyl]acetamid ClC1=C(C=C(C=C1)C1=NN(C(=N1)CC(=O)NCC1=CC(=CC(=C1)Cl)Cl)C)F